tert-Butyl (2-(3-(6-(5-(benzylamino)pyridin-3-yl)-2-oxo-2,3-dihydro-1H-benzo[d]imidazol-1-yl)phenoxy)ethyl)carbamate C(C1=CC=CC=C1)NC=1C=C(C=NC1)C=1C=CC2=C(N(C(N2)=O)C=2C=C(OCCNC(OC(C)(C)C)=O)C=CC2)C1